C1(=CC=CC=C1)P(=O)(C1=C(C=CC=C1)N1N=C(C=C1)C1=CC=CC=C1)C1=CC=CC=C1 1-(2-(diphenylphosphinyl)phenyl)-3-phenyl-1H-pyrazole